tert-Butyl (1R,5S)-3-(7-(2-ethyl-5-formylphenyl)-8-fluoro-2-((tetrahydro-1H-pyrrolizin-7a(5H)-yl) methoxy-d2) pyrido[4,3-d]pyrimidin-4-yl)-3,8-diazabicyclo[3.2.1]octane-8-carboxylate C(C)C1=C(C=C(C=C1)C=O)C1=C(C=2N=C(N=C(C2C=N1)N1C[C@H]2CC[C@@H](C1)N2C(=O)OC(C)(C)C)OC([2H])([2H])C21CCCN1CCC2)F